FC=1C(=C(C=C2CCC3(OCCO3)CC12)OCOCCOC)I 8-Fluoro-7-iodo-6-((2-methoxyethoxy)methoxy)-3,4-dihydro-1H-spiro[naphthalene-2,2'-[1,3]dioxolane]